O[C@@H](CC)C1=CC(=C(C=N1)C=1C2=C(C3=C(N=C(S3)NC(=O)C3CC3)C1)NC=N2)C (S)-N-(5-(6-(1-hydroxypropyl)-4-methylpyridin-3-yl)-8H-imidazo[4',5':3,4]benzo[1,2-d]thiazol-2-yl)cyclopropanecarboxamide